(R)-5-(6-chloropyrazin-2-yl)-4-(4-(difluoromethyl)pyrazolo[1,5-a]pyridin-2-yl)-4,5,6,7-tetrahydro-1H-imidazo[4,5-c]pyridine ClC1=CN=CC(=N1)N1[C@H](C2=C(CC1)NC=N2)C2=NN1C(C(=CC=C1)C(F)F)=C2